1-(4-(((2-(7,8-Dimethyl-[1,2,4]triazolo[4,3-a]pyridin-6-yl)-3-isopropyl-1H-indol-5-yl)oxy)methyl)piperidin-1-yl)-2-(dimethylamino)ethan-1-on CC1=C(C=2N(C=C1C=1NC3=CC=C(C=C3C1C(C)C)OCC1CCN(CC1)C(CN(C)C)=O)C=NN2)C